O1C(CCC2=CC=CC=C12)[2H] chroman-2-d